2-(7-bromo-2,3-dihydrobenzofuran-5-yl)acetic acid BrC1=CC(=CC=2CCOC21)CC(=O)O